N,N-dimethyl-5-(5-(methylsulfonyl)-1,2,4-thiadiazol-3-yl)pyrimidine-2-carboxamide CN(C(=O)C1=NC=C(C=N1)C1=NSC(=N1)S(=O)(=O)C)C